(E)-ethyl (2-cyano-2-(2-(3,5-dichloro-4-((4-methylquinolin-6-yl)oxy)phenyl)hydrazono)acetyl)carbamate C(#N)\C(\C(=O)NC(OCC)=O)=N/NC1=CC(=C(C(=C1)Cl)OC=1C=C2C(=CC=NC2=CC1)C)Cl